2-[4-(dimethylamino)phenyl]tetracene CN(C1=CC=C(C=C1)C1=CC2=CC3=CC4=CC=CC=C4C=C3C=C2C=C1)C